Cl.NC(C(=O)O)CC1=CC(=NC=C1)C(F)(F)F 2-amino-3-[2-(trifluoromethyl)pyridin-4-yl]propanoic acid hydrochloride